NC1=NC(N(C=C1)[C@@H]1O[C@@H]([C@H]([C@H]1F)O)CO)=O 4-amino-1-((2r,3r,4r,5r)-3-fluoro-4-hydroxy-5-(hydroxymethyl)tetrahydrofuran-2-yl)pyrimidin-2(1H)-one